N-(5-(3-((6-((1-acryloylazetidin-3-yl)oxy)-7-methoxyquinazolin-4-yl)amino)-4-methoxyphenyl)pyridine-3-yl)-3-fluorobenzamide C(C=C)(=O)N1CC(C1)OC=1C=C2C(=NC=NC2=CC1OC)NC=1C=C(C=CC1OC)C=1C=C(C=NC1)NC(C1=CC(=CC=C1)F)=O